C1(CC1)N1N=C(C(C(=C1)C(=O)NC1=NC=C(C=C1)OC1=CC=NC2=CC(=C(C=C12)OC)OC)=O)C1=CC=C(C=C1)F 2-cyclopropyl-N-(5-((6,7-dimethoxyquinolin-4-yl)oxy)pyridin-2-yl)-6-(4-fluorophenyl)-5-oxo-2,5-dihydropyridazine-4-carboxamide